C(=O)O.NC1=CN=NC2=CC(=CC=C12)C=1C=C(C=CC1C1=NC=CC=C1)B(O)O [3-(4-aminocinnolin-7-yl)-4-(2-pyridinyl)phenyl]boronic acid formate salt